C(C)N1CC(C1)C1=CC=C(N=N1)C1=C(C=C(C=C1)C1=CC=2C(C(=N1)O)=NN(C2)C)O 5-(4-(6-(1-ethylazetidin-3-yl)pyridazin-3-yl)-3-hydroxyphenyl)-2-methyl-2H-pyrazolo[3,4-c]pyridin-7-ol